2-trifluoroethoxybenzene FC(COC1=CC=CC=C1)(F)F